C(C1=CC=CC=C1)OC1=C(C(=C(C=C1)/C=C/C1[C@H]2CN(C[C@@H]12)C(=O)OC(C)(C)C)F)N1S(NC(C1)=O)(=O)=O tert-butyl (1S,5R,6S)-6-[(E)-2-[4-benzyloxy-2-fluoro-3-(1,1,4-trioxo-1,2,5-thiadiazolidin-2-yl)phenyl]vinyl]-3-azabicyclo[3.1.0]hexane-3-carboxylate